FC1=C(COC=2C=C(C=NC2)N2C[C@@H](OCC2)CCC(=O)O)C=CC(=C1)OC(F)(F)F 3-[(2S)-4-(5-{[2-fluoro-4-(trifluoromethoxy)benzyl]oxy}pyridin-3-yl)morpholin-2-yl]propanoic acid